(R)-2-methyl-N-((E)-(trans-6-(trifluoromethyl)tetrahydro-2H-pyran-3-yl)methylene)-propane-2-sulfinamide CC(C)(C)[S@@](=O)/N=C/[C@@H]1CO[C@H](CC1)C(F)(F)F